1-tetradecanoyl-2-(5Z,8Z,11Z,14Z,17Z-eicosapentaenoyl)-glycero-3-phosphoserine CCCCCCCCCCCCCC(=O)OC[C@H](COP(=O)(O)OC[C@@H](C(=O)O)N)OC(=O)CCC/C=C\C/C=C\C/C=C\C/C=C\C/C=C\CC